OC=1N=CC(=NC1)C(=O)N1CC2(CN(C2)C(=O)C2(CC2)C(F)(F)F)C(C1)C=C(C(=O)O)CC1=NC(=CC=C1)C1=CC=C(C=C1)C(F)(F)F 3-(6-(5-hydroxypyrazine-2-carbonyl)-2-(1-(trifluoromethyl)cyclopropane-1-carbonyl)-2,6-diazaspiro[3.4]octan-8-yl)-2-((6-(4-(trifluoromethyl)phenyl)pyridin-2-yl)methyl)acrylic acid